OC1C(CN(CC1)C(=O)OC(C)(C)C)C1N2C(C3=CC=CC=C13)=CN=C2 tert-butyl 4-hydroxy-3-(5H-imidazo[5,1-a]isoindol-5-yl)piperidine-1-carboxylate